CC1=C(C=C(C=N1)NC(CN1[C@H](CCC1)C)=O)NC1=NN(C2=NC(=NC=C21)NC=2C=NN(C2)C2COC2)C (S)-N-(6-methyl-5-((1-methyl-6-((1-(oxetan-3-yl)-1H-pyrazol-4-yl)amino)-1H-pyrazolo[3,4-d]pyrimidin-3-yl)amino)pyridin-3-yl)-2-(2-methylpyrrolidin-1-yl)acetamide